CC1=CC(=NC(=N1)NC1=CC=C(C=C1)N1CCNCC1)N1C=C(C2=CC=CC=C12)C(=O)N 1-[6-methyl-2-(4-piperazin-1-yl-phenylamino)-pyrimidin-4-yl]-1H-indole-3-carboxamide